C[C@@H]1N(CC1OC1=C(C=C(C=C1)[N+](=O)[O-])C)C(=O)OC(C)(C)C (2S)-tert-butyl 2-methyl-3-(2-methyl-4-nitrophenoxy)azetidine-1-carboxylate